N-methyl-N-phenyl-3-(tetrahydrofuran-2-yl)propionamide CN(C(CCC1OCCC1)=O)C1=CC=CC=C1